2-amino-3,6-difluoro-4-methylphenol NC1=C(C(=CC(=C1F)C)F)O